(±)-(1R,2R)-2-(((2-methyl-6-(3-methyl-4-(((4-(pyridin-2-yl)pyrimidin-2-yl)amino)methyl)isoxazol-5-yl)pyridin-3-yl)oxy)methyl)cyclobutane-1-carboxylic acid CC1=NC(=CC=C1OC[C@H]1[C@@H](CC1)C(=O)O)C1=C(C(=NO1)C)CNC1=NC=CC(=N1)C1=NC=CC=C1 |r|